CC1(OB(OC1(C)C)C=1CCCCC1)C (1S)-3-(4,4,5,5-tetramethyl-1,3,2-dioxaborolan-2-yl)cyclohex-3-ene